4-methylbenzenethiol CC1=CC=C(C=C1)S